C(C)OC(C(C(C)=O)C1=CC(=C(C=C1)OC)OCCOCC1=CC=CC=C1)=O 2-(3-(2-(benzyloxy)ethoxy)-4-methoxyphenyl)-3-oxobutanoic acid ethyl ester